N5-((R)-sec-Butyl)-N3-methyl-1-((S)-1-phenylethyl)-1H-pyrazole-3,5-dicarboxamide [C@@H](C)(CC)NC(=O)C1=CC(=NN1[C@@H](C)C1=CC=CC=C1)C(=O)NC